2,5-dichloro-4-(3-cyclopentylphenyl)pyrimidine ClC1=NC=C(C(=N1)C1=CC(=CC=C1)C1CCCC1)Cl